octanediamine C(CCCCCCC)(N)N